NC1=CC(=NC2=CC=CC=C12)C=1C=C2CN(C(C2=CC1)=O)C1CNCCC1 3-[5-(4-aminoquinolin-2-yl)-1-oxo-2,3-dihydro-1H-isoindol-2-yl]piperidine